FC1(CCC(CC1)(C)O)[C@H]1NC2=C(OC1)C=CC=C2[N+](=O)[O-] (S)-3-((1s,4R)-1-fluoro-4-hydroxy-4-methylcyclohexyl)-5-nitro-3,4-dihydro-2H-benzo[b][1,4]oxazin